C(#C)C1=CC=C2C=3C(C4=C(C(C3NC2=C1)(C)C)C=C(C(=C4)C#N)N4CCN(CC4)C)=O 3-ethynyl-6,6-dimethyl-8-(4-methylpiperazin-1-yl)-11-oxo-6,11-dihydro-5H-benzo[b]carbazole-9-Nitrile